FC(OC1=CC=C(C=C1)NC1=NNC2=NC=NC=C21)(F)F (4-(trifluoromethoxy)-phenylamino)-pyrazolo[3,4-d]pyrimidin